COC(C=C)=O.COCOC methylal (methyl)acrylate